C(#N)[BH3-].[Na+].C(C)(C)(C)OC(=O)N1CC2=C(C=3CCCC3N=C2C1)C 8-Methyl-3,5,6,7-tetrahydro-1H-2,4-diaza-s-indacene-2-carboxylic acid tert-butyl ester Sodium cyanoborohydride